ClC1=C(COC=2C=C(C=NC2N)C=2C=NC(=CC2)N)C(=CC=C1)Cl 5-(2,6-dichloro-benzyloxy)-[3,3']bipyridinyl-6,6'-diamine